OC1CN(C1)C(=O)O[C@@H]1CC[C@H](CC1)C(N(C1=NC=CC(=C1)C=1N=C(OC1)C1CC1)C[C@@H]1CC[C@H](CC1)C1=NC(=C(C=C1)OC)C#N)=O trans-4-(((trans-4-(6-Cyano-5-methoxy-pyridin-2-yl)cyclohexyl)methyl)(4-(2-cyclopropyloxazol-4-yl)pyridine-2-yl)-carbamoyl)cyclohexyl 3-hydroxyazetidine-1-carboxylate